2-[4-Amino-7-(propan-2-yl)pyrrolo[2,1-f][1,2,4]triazin-5-yl]-3-chloro-N-methyl-1H-indole-6-carboxamide NC1=NC=NN2C1=C(C=C2C(C)C)C=2NC1=CC(=CC=C1C2Cl)C(=O)NC